(6R,7R)-3-(((2-(4-nitrophenoxy)-2-oxoethyl)thio)methyl)-8-oxo-7-(2-phenylacetamido)-5-thia-1-azabicyclo[4.2.0]oct-2-ene-2-carboxylic acid [N+](=O)([O-])C1=CC=C(OC(CSCC2=C(N3C([C@H]([C@H]3SC2)NC(CC2=CC=CC=C2)=O)=O)C(=O)O)=O)C=C1